S(C#N)C=1C2=C(SC1C=1SC=CC1)C=CC=C2 3-thiocyano-2-(thien-2-yl)benzo[b]thiophene